2,7,7-trimethyl-3-oxatricyclo[4.1.1.0(2,4)]octane CC12C3C(C(CC2O1)C3)(C)C